Cl.C(C)[C@]1(C(OCC=2C(N3CC=4C(=NC=5C=C(C(=C6C5C4[C@](CC6)(C)NCCO)C)F)C3=CC21)=O)=O)O (1R,9S)-9-ethyl-5-fluoro-9-hydroxy-1-((2-hydroxyethyl)amino)-1,4-dimethyl-2,3,12,15-tetrahydrobenzo[de]pyrano[3',4':6,7]indolizino[1,2-b]quinoline-10,13(1H,9H)-dione hydrochloride